N[C@@H]1COC2=C(NC1)C(=CC(=C2)F)F (3s)-3-amino-6,8-difluoro-3,5-dihydro-2H-1,5-benzoxazepine